C1(CC1)N1C=C(C(C2=CC(=C(C(=C12)F)C=1C=C2CCN(C2=CC1)CC=1C(=NC(=NC1)N)N)F)=O)C(=O)OCC Ethyl 1-cyclopropyl-7-(1-((2,4-diaminopyrimidin-5-yl)methyl)indolin-5-yl)-6,8-difluoro-4-oxo-1,4-dihydroquinoline-3-carboxylate